3-phenyloxazol-2(3H)-one C1(=CC=CC=C1)N1C(OC=C1)=O